CN1N=C2C(=CC(=CC2=C1)N1N=C2C(=CC(=CC2=C1)N1CCNCC1)F)C 2-(2,7-dimethylindazol-5-yl)-7-fluoro-5-piperazin-1-yl-indazole